2-(2-Hydroxyethyl)-3-((2-methoxyphenyl)amino)-3-(trifluoromethyl)-3,4-dihydroisoquinolin-1(2H)-one OCCN1C(C2=CC=CC=C2CC1(C(F)(F)F)NC1=C(C=CC=C1)OC)=O